O1CC=CC2=CC=C3C(=C12)SC=C3 thieno[3,2-h]chromene